1-(1H-indol-5-yl)-N-methylmethanamine N1C=CC2=CC(=CC=C12)CNC